fluoro-4-(4-methyl-1H-imidazol-1-yl)benzoic acid FC1=C(C(=O)O)C=CC(=C1)N1C=NC(=C1)C